Cl.Cl.C(C)NCC=1NC2=C(C(=NC=3C=C(C=CC23)C2=NNC=C2)N)N1 2-((ethylamino)methyl)-7-(1H-pyrazol-3-yl)-1H-imidazo[4,5-c]quinolin-4-amine Bis-Hydrochloride Salt